N1N=CC(=C1)C#CC1=NC(=NC=C1)C1=NC=NC=C1 4-((1H-pyrazol-4-yl)ethynyl)-[2,4'-bipyrimidine]